COC(C1CCN(CC1)C=1C=C2C=NN(C(C2=CC1)=O)C1C(NC(CC1)=O)=O)OC 3-(6-(4-(dimethoxymethyl)piperidin-1-yl)-1-oxophthalazin-2(1H)-yl)piperidine-2,6-dione